NC1=NC=CC(=C1Cl)SC=1C=2N(C(=NC1)N1CCC3(CC1)[C@@H](C1=CC=CC=C1C3)N)C=CN2 (S)-1'-(8-((2-amino-3-chloropyridin-4-yl)thio)imidazolo[1,2-c]pyrimidin-5-yl)-1,3-dihydrospiro[indene-2,4'-piperidine]-1-amine